4-(4-((1R,5S)-3,8-diazabicyclo[3.2.1]octan-3-yl)-8-fluoro-2-((tetrahydro-1H-pyrrolizin-7a(5H)-yl)methoxy)quinazolin-7-yl)-5-chloronaphthalen-2-ol [C@H]12CN(C[C@H](CC1)N2)C2=NC(=NC1=C(C(=CC=C21)C2=CC(=CC1=CC=CC(=C21)Cl)O)F)OCC21CCCN1CCC2